ClC1=C(C#N)C=CC(=C1)N1CC2(C[C@@H]1C)CCN(CC2)C2=CC=C(C=C2)C(=O)N2CCC2CN2CCN(CC2)C2=CC(=CC=C2)NC2C(NC(CC2)=O)=O 2-Chloro-4-((3S)-8-(4-(4-((4-(3-((2,6-dioxopiperidin-3-yl)amino)phenyl)piperazin-1-yl)methyl)azetidine-1-carbonyl)phenyl)-3-methyl-2,8-diazaspiro[4.5]decan-2-yl)benzonitrile